N-[2-[(3-chloro-2-fluoro-phenyl)methyl-(2-methylsulfanylethyl)amino]ethyl]carbamate ClC=1C(=C(C=CC1)CN(CCNC([O-])=O)CCSC)F